3-benzyl-6-isopropyl-9-methyl-1,4-diazaspiro[4.5]decan-2-one C(C1=CC=CC=C1)C1C(NC2(N1)C(CCC(C2)C)C(C)C)=O